OCC(C)(C)C1=NOC(=C1)NC(=O)[C@H]1N(CCC1)C1CCOCC1 (S)-1-(Tetrahydro-pyran-4-yl)-pyrrolidine-2-carboxylic acid [3-(2-hydroxy-1,1-dimethyl-ethyl)-isoxazol-5-yl]-amide